3-(1,2,5,6-tetrahydropyridin-3-yl)benzo[d]isothiazole N1CC(=CCC1)C1=NSC2=C1C=CC=C2